5-{[6-(3-Chlorophenyl)-5-ethoxypyrazin-2-yl]methyl}pyrimidine ClC=1C=C(C=CC1)C1=C(N=CC(=N1)CC=1C=NC=NC1)OCC